3-(5-(4-((3-(hydroxymethyl)pyrrolidin-1-yl)methyl)-1-(oxetan-3-yl)-1H-pyrrolo[2,3-b]pyridin-6-yl)-1-oxoisoindolin-2-yl)piperidine-2,6-dione OCC1CN(CC1)CC1=C2C(=NC(=C1)C=1C=C3CN(C(C3=CC1)=O)C1C(NC(CC1)=O)=O)N(C=C2)C2COC2